C(C)(C)(C)C=1C=C(CCC(=O)N2CN(CN(C2)C(CCC2=CC(=C(C(=C2)C(C)(C)C)O)C(C)(C)C)=O)C(CCC2=CC(=C(C(=C2)C(C)(C)C)O)C(C)(C)C)=O)C=C(C1O)C(C)(C)C 1,3,5-tris(3,5-di-tert-butyl-4-hydroxyhydrocinnamoyl)-hexahydro-s-triazine